C1(=CC=CC=C1)C1(C2=CC=CC=C2N(C=2C=CC=CC12)C1=CC=CC=C1)C1=CC=CC=C1 9,9,10-triphenyl-9,10-dihydroacridine